N1CC[C@@H](CCC1)C(=O)OC methyl (R)-azepane-4-carboxylate